bis(3,5,5'-trimethylhexyl) phenyl phosphate P(=O)(OCCC(CC(C)(C)C)C)(OCCC(CC(C)(C)C)C)OC1=CC=CC=C1